1-[2-[2-(difluoromethyl)-5-methyl-4-pyridyl]-6-[5-[(6-methylpyridazin-3-yl)amino]benzimidazol-1-yl]-3-pyridyl]ethanol FC(C1=NC=C(C(=C1)C1=NC(=CC=C1C(C)O)N1C=NC2=C1C=CC(=C2)NC=2N=NC(=CC2)C)C)F